NC1=CC=C(C(=N1)CC)C=1C=CC=C2C=CC(=NC12)C(=O)NCC1=CC=CC=C1 8-(6-amino-2-ethylpyridin-3-yl)-N-benzylquinoline-2-carboxamide